ethyl 4-(3,3-dimethylbut-1-ynyl)-2,6-dimethyl-7-oxo-1H-pyrrolo[2,3-c]pyridine-3-carboxylate CC(C#CC=1C2=C(C(N(C1)C)=O)NC(=C2C(=O)OCC)C)(C)C